CC1=CC=C(C=C1)S(=O)(=O)C1=C(C=CC=C1)NC(C1=CC=CC=C1)=O N-(2-(p-toluenesulfonyl)phenyl)benzamide